COC(C1=CN=C(C(=C1)F)C=O)=O 5-fluoro-6-formyl-nicotinic acid methyl ester